bis(triisopropylphosphine) palladium [Pd].C(C)(C)P(C(C)C)C(C)C.C(C)(C)P(C(C)C)C(C)C